Tert-butyl(4-(3-(1-acetyl-4-hydroxypiperidin-4-yl)-5-chloro-1,7-dimethyl-2-oxo-1,2-dihydro-1,6-naphthyridin-8-yl)-2-methylbut-3-yn-2-yl)carbamate C(C)(C)(C)OC(NC(C)(C#CC=1C(=NC(=C2C=C(C(N(C12)C)=O)C1(CCN(CC1)C(C)=O)O)Cl)C)C)=O